(R)-3-(4-((tert-Butoxycarbonyl)amino)-2-oxo-3-(4-phenoxyphenyl)-2,3-dihydro-1H-imidazo[4,5-c]pyridin-1-yl)piperidine-1-carboxylic acid tert-butyl ester C(C)(C)(C)OC(=O)N1C[C@@H](CCC1)N1C(N(C=2C(=NC=CC21)NC(=O)OC(C)(C)C)C2=CC=C(C=C2)OC2=CC=CC=C2)=O